4-chloro-1-(7-morpholino-5-(3-(m-tolyl)-1H-pyrazol-1-yl)furo[3,2-b]pyridin-2-yl)but-2-yn-1-ol ClCC#CC(O)C1=CC2=NC(=CC(=C2O1)N1CCOCC1)N1N=C(C=C1)C=1C=C(C=CC1)C